N-(5-(2-((1R,4S)-2-azabicyclo[2.2.1]heptan-2-yl)acetamido)-2-methylpyridin-3-yl)-6-(1-(2-methoxyethyl)-1H-pyrazol-4-yl)pyrazolo[1,5-a]pyrazine-3-carboxamide [C@@H]12N(C[C@@H](CC1)C2)CC(=O)NC=2C=C(C(=NC2)C)NC(=O)C=2C=NN1C2C=NC(=C1)C=1C=NN(C1)CCOC